ClC=1C(=C(C=CC1)NC1=C(NC2=C1C(NCC2)=O)C2=C(C=NC=C2)OC[C@H]2NCCC2)C 3-[(3-chloro-2-methylphenyl)amino]-2-{3-[(2S)-pyrrolidin-2-ylmethoxy]pyridin-4-yl}-1H,5H,6H,7H-pyrrolo[3,2-c]pyridin-4-one